ClC1=CC=C(CN2N=C(C=CC2=O)C=2C=NC(=CC2)OC(F)F)C=C1 2-(4-chlorobenzyl)-6-(6-(difluoromethoxy)pyridin-3-yl)pyridazin-3(2H)-one